tert-butyl (S)-(2-(4-((4-(bis(2,4-dimethoxybenzyl)amino)-2-(pentan-2-yloxy)imidazo[2,1-f][1,2,4]triazin-7-yl)methyl)phenoxy)ethyl)(methyl)carbamate COC1=C(CN(C2=NC(=NN3C2=NC=C3CC3=CC=C(OCCN(C(OC(C)(C)C)=O)C)C=C3)O[C@@H](C)CCC)CC3=C(C=C(C=C3)OC)OC)C=CC(=C1)OC